C(N)(O[C@@H]1CO[C@H](CC1)C(=O)N1[C@H](C2=CC=CC=C2CC1)C1=CC=C(C=C1)F)=O ((3S,6r)-6-((S)-1-(4-fluorophenyl)-1,2,3,4-tetrahydroisoquinoline-2-carbonyl) tetrahydro-2H-pyran-3-yl) carbamate